dimethylsilyl-tetramethylcyclopentadienyl-(3-propylbenz[e]indenyl)hafnium(IV) C[SiH](C)[Hf+](C1=CC(C=2C=CC3=C(C12)C=CC=C3)CCC)C3C(=C(C(=C3C)C)C)C